N-((5-(4-(((2S,4R)-2-methyl-1-propionyl-1,2,3,4-tetrahydroquinolin-4-yl)amino)phenyl)-1,2,4-oxadiazol-3-yl)methyl)cyclohexane-1-carboxamide C[C@@H]1N(C2=CC=CC=C2[C@@H](C1)NC1=CC=C(C=C1)C1=NC(=NO1)CNC(=O)C1CCCCC1)C(CC)=O